CC(C(=O)O)=CC=CCCCCCCCCCCCCC methyl-(9Z,12E)-octadecadienoic acid